FC1=CC=C(C=C1)N1N=CC2=C1C=C1CCN(CC1(C2)C(=O)C=2SC=CN2)S(=O)(=O)C2=CC=C(C=C2)C(F)(F)F (1-(4-fluorophenyl)-6-((4-(trifluoromethyl)phenyl)sulfonyl)-4,4a,5,6,7,8-hexahydro-1H-pyrazolo[3,4-g]isoquinolin-4a-yl)(thiazol-2-yl)methanone